C(C)(C)(C)OC(NCC(C)C1=CC(=CC=C1)Br)=O (2-(3-bromophenyl)propyl)carbamic acid tert-butyl ester